ClC1=C(OC2=CC=CC3=C2NC(=NS3(=O)=O)NCC=3C=C(C=CC3)N(C(C)=O)C)C=CC=C1 N-(3-(((5-(2-chlorophenoxy)-1,1-dioxido-4H-benzo[e][1,2,4]thiadiazin-3-yl)amino)methyl)phenyl)-N-methylacetamide